6-bromo-1-methyl-2-oxo-4-{4-[4-(trifluoromethoxy)phenoxy]piperidin-1-yl}-1,2-dihydroquinoline BrC=1C=C2C(=CC(N(C2=CC1)C)=O)N1CCC(CC1)OC1=CC=C(C=C1)OC(F)(F)F